CN1C(=CC=2C(CCCC12)=O)C#N 1-methyl-4-oxo-4,5,6,7-tetrahydro-1H-indole-2-carbonitrile